p-azidomethylphenyl-trimethoxysilane N(=[N+]=[N-])CC1=CC=C(C=C1)[Si](OC)(OC)OC